ClC=1N=C(C2=C(N1)C=C(N2COCC[Si](C)(C)C)C)OCC2=CC=C(C=C2)C=2N(C=C(N2)C(F)(F)F)C 2-[[2-chloro-6-methyl-4-[[4-[1-methyl-4-(trifluoromethyl)imidazol-2-yl]phenyl]methoxy]pyrrolo[3,2-d]pyrimidin-5-yl]methoxy]ethyl-trimethyl-silane